CC(CC[C@@H](C(=O)OC)NC(=O)C=1C=NC(=CC1)OC1=CC(=CC=C1)OCC(NCCOC1CN(C1)C(COCC#C)=O)=O)(C)C methyl (2S)-5,5-dimethyl-2-[[6-[3-[2-oxo-2-[2-[1-(2-prop-2-ynoxyacetyl)azetidin-3-yl]oxyethylamino]ethoxy]phenoxy]pyridine-3-carbonyl]amino]hexanoate